C(C#CCCCCC)(=O)NO 2-Octynohydroxamic Acid